C(C)SC=1C(=NC=C(C1)C(F)(F)F)C1=NC=2C(=NC=C(C2)S)N1C 2-(3-ethylsulfanyl-5-trifluoromethyl-pyridin-2-yl)-3-methyl-3H-imidazo[4,5-b]pyridine-6-thiol